N-[3-(cyclopentanesulfonyl)phenyl]-2-(3-phenyl-1,2,4-oxadiazol-5-yl)piperidine-1-carboxamide C1(CCCC1)S(=O)(=O)C=1C=C(C=CC1)NC(=O)N1C(CCCC1)C1=NC(=NO1)C1=CC=CC=C1